FC1=NC=CC(=C1F)C(=O)O 2,3-Difluoropyridine-4-carboxylic acid